(1R,3R)-3-(PYRIMIDIN-2-YLTHIO)CYCLOBUTANECARBALDEHYDE N1=C(N=CC=C1)SC1CC(C1)C=O